(S)-3-(4-(3-oxocyclobutyl)phenyl)piperidine-2,6-dione O=C1CC(C1)C1=CC=C(C=C1)[C@H]1C(NC(CC1)=O)=O